C1(CCCC1)N(C(=O)OCC=1C(=NOC1C1=CC=C(C(=N1)C)OC[C@@H]1[C@H](CCCC1)C(=O)O)C)C (1S,2S)-2-(((6-(4-(((cyclopentyl(methyl)carbamoyl)oxy)methyl)-3-methylisoxazol-5-yl)-2-methylpyridin-3-yl)oxy)methyl)cyclohexane-1-carboxylic acid